FC1=C(OC2CCC(CC2)C(=O)O)C=C(C(=C1)OC)C(N[C@@H]1[C@H]2CC[C@@H]([C@@H]1C(NC1=CC(=CC(=C1)S(F)(F)(F)(F)F)F)=O)C2)=O (1S,4s)-4-(2-fluoro-5-(((1S,2R,3S,4R)-3-((3-fluoro-5-(pentafluoro-λ6-sulfaneyl)phenyl)carbamoyl)bicyclo[2.2.1]heptan-2-yl)carbamoyl)-4-methoxyphenoxy)cyclohexane-1-carboxylic acid